CC1=C(C=NC=C1)NC(=O)C1CC1 N-(4-methylpyridin-3-yl)cyclopropanecarboxamide